NC=1C(=NC(=C(N1)C1=CC(=C(C=C1)F)F)C=1C=CC=2N(C1)C(=CN2)C)C#N 3-amino-5-(3,4-difluorophenyl)-6-[3-methylimidazo[1,2-a]pyridin-6-yl]pyrazine-2-carbonitrile